tert-butyl (1-(6-chloro-5-cyanopyridin-2-yl)cyclohexyl)carbamate ClC1=C(C=CC(=N1)C1(CCCCC1)NC(OC(C)(C)C)=O)C#N